CC1(OC[C@H](O1)CO)C (4R)-2,2-dimethyl-1,3-dioxolane-4-methanol